(2S,4R)-1-(2-(3-acetyl-5-(2-methylpyrazolo[1,5-a]pyrimidin-6-yl)-1H-indol-1-yl)acetyl)-N-(6-bromopyrazin-2-yl)-4-fluoropyrrolidine-2-carboxamide C(C)(=O)C1=CN(C2=CC=C(C=C12)C=1C=NC=2N(C1)N=C(C2)C)CC(=O)N2[C@@H](C[C@H](C2)F)C(=O)NC2=NC(=CN=C2)Br